CC1=C(C=CC(=C1)\N=N\C1=C(C=CC=C1)C)/N=N/C1=C(C=CC2=CC=CC=C12)OCCCCCCCCCCCS(=O)(=O)[O-] 10-((1-((E)-(2-methyl-4-((E)-o-methylphenyldiazenyl)phenyl)diazenyl)naphthalen-2-yl)oxy)decylmethanesulfonate